5-(1-benzothiophene-2-sulfonylamino)-1,3-thiazole-4-carboxylic acid S1C(=CC2=C1C=CC=C2)S(=O)(=O)NC2=C(N=CS2)C(=O)O